methyl 6-((16-(1-(6-(methoxycarbonyl)pyridin-2-yl)-4-methylpentyl)-1,4,10,13-tetraoxa-7,16-diazacyclooctadecan-7-yl)methyl)picolinate COC(=O)C1=CC=CC(=N1)C(CCC(C)C)N1CCOCCOCCN(CCOCCOCC1)CC1=CC=CC(=N1)C(=O)OC